2-[3-(3-bromo-5-chlorophenyl)ureido]-4-chloro-N-(3-hydroxy-propyl)benzamide BrC=1C=C(C=C(C1)Cl)NC(NC1=C(C(=O)NCCCO)C=CC(=C1)Cl)=O